Cl.NCCCCNCCCN Spermidine HCl